(Z)-2-(2-(pyridin-2-yl)ethyl)thiazole N1=C(C=CC=C1)CCC=1SC=CN1